ClC1=NC(=CC(=C1)C(C)(C)F)Cl 2,6-dichloro-4-(2-fluoropropan-2-yl)pyridine